4H-pyrazolo[1,5-a][1,4]diazepine-2-carboxamide formate C(=O)O.N1=C(C=C2N1C=CC=NC2)C(=O)N